3-((carbamoyl)methyl)-8-oxo-5-thia-1-azabicyclo[4.2.0]oct-2-ene-2-carboxic acid C(N)(=O)CC1=C(N2C(CC2SC1)=O)C(=O)O